C(C)C(CCO)(CC)O 3-ethyl-1,3-pentanediol